CN1C[C@@H](C=C2C3=C4C(C[C@@H]12)=CNC4=CC=C3)C(=O)N3[C@H](C[C@@H]3C)C [(6aR,9R)-7-methyl-6,6a,8,9-tetrahydro-4H-indolo[4,3-fg]quinoline-9-yl]-[(2S,4S)-2,4-dimethylazetidin-1-yl]methanone